C(C)/C(/C(=O)OC(C)(C)C1=CC(=C(C=C1)CC)Br)=C\CNCCCCN1C2=C(CCC3=C1C=C(C=C3)Cl)C=C(C=C2)OCC#C 2-(3-Bromo-4-ethylphenyl)propan-2-ol ethyl-(E)-4-[4-(7-chloro-2-prop-2-ynyloxy-10,11-dihydro-dibenzo[b,f]azepin-5-yl)-butylamino]-but-2-enoate